4,4'-Bis(9H-carbazol-9-yl)biphenyl C1=CC=CC=2C3=CC=CC=C3N(C12)C1=CC=C(C=C1)C1=CC=C(C=C1)N1C2=CC=CC=C2C=2C=CC=CC12